5-(1-methyl-2-oxo-3-pyridyl)-1H-pyrrole-3-sulfonyl chloride CN1C(C(=CC=C1)C1=CC(=CN1)S(=O)(=O)Cl)=O